2-Bromo-3-fluoro-5-(trifluorometh-yl)pyridine BrC1=NC=C(C=C1F)C(F)(F)F